cyclobutyl-3-(4,4,5,5-tetramethyl-1,3,2-dioxaborolan-2-yl)pyrazole C1(CCC1)C=1C(=NNC1)B1OC(C(O1)(C)C)(C)C